O[C@]12CC[C@]3([C@@]4(CC[C@H]5C(C6=C(C=NO6)C[C@@]5([C@H]4CC([C@@H]3[C@@H]2CC(CC1)(C)C)=O)C)(C)C)C)C (4aS,6aR,6bR,8aR,13aR,13bR,15aR,15bS)-4a-hydroxy-2,2,6a,6b,9,9,13a-heptamethyl-1,2,3,4,4a,5,6,6a,7,8,8a,9,13,13a,13b,14,15a,15b-octadecahydropiceno[2,3-d]isoxazol-15(6bH)-one